4-(1-aminocyclopropyl)benzoic acid NC1(CC1)C1=CC=C(C(=O)O)C=C1